C(C1=CC=CC=C1)C1=C2N(C=C(N1)C1=C(C(=CC=C1)O[Si](C)(C)C(C)(C)C)F)C(C(=N2)CC2=CC=C(C=C2)F)=O 8-benzyl-6-(3-((tert-butyldimethylsilyl)oxy)-2-fluorophenyl)-2-(4-fluorobenzyl)imidazo[1,2-a]Pyrazin-3(7H)-one